COC1=C2C=C(NC2=CC=C1)C(=O)N1C(C2C(C2C1)(C)C)C(=O)O 3-(4-methoxy-1H-indole-2-carbonyl)-6,6-dimethyl-3-azabicyclo[3.1.0]hexane-2-carboxylic acid